O1CCN(CC2=C1C=CN=C2)C(=O)C=2C1=C(NN2)CCC1 (2,3-dihydropyrido[3,4-f][1,4]oxazepin-4(5H)-yl)(1,4,5,6-tetrahydrocyclopenta[c]pyrazol-3-yl)methanone